7-[(3aR,6aR)-2-[4-(trifluoromethoxy)phenyl]-1,3,3a,4,6,6a-hexahydropyrrolo[3,4-c]pyrrol-5-yl]-2,4-dimethyl-5-oxo-thiazolo[5,4-b]pyridine-6-carbonitrile FC(OC1=CC=C(C=C1)N1C[C@@H]2CN(C[C@H]2C1)C=1C2=C(N(C(C1C#N)=O)C)SC(=N2)C)(F)F